N1=CC=NC=2C=C3C(=CC12)CC(C3)C(C(=O)N[C@@H]([C@H](O)C3=CC1=C(OCCO1)C=C3)CN3CCCC3)(F)F 2-(7,8-dihydro-6H-cyclopenta[g]quinoxalin-7-yl)-N-((1r,2r)-1-(2,3-dihydrobenzo[b][1,4]dioxin-6-yl)-1-hydroxy-3-(pyrrolidin-1-yl)propan-2-yl)-2,2-difluoroacetamide